2-amino-9-((2R,3R,4S,5R)-3-hydroxy-5-(((hydroxy(phosphonooxy)phosphoryl)oxy)methyl)-4-methoxytetrahydrofuran-2-yl)-7-methyl-6-oxo-6,9-dihydro-1H-purin-7-ium NC=1NC(C=2[N+](=CN(C2N1)[C@@H]1O[C@@H]([C@H]([C@H]1O)OC)COP(=O)(OP(=O)(O)O)O)C)=O